n-tetracosyl nonanate C(CCCCCCCC)(=O)OCCCCCCCCCCCCCCCCCCCCCCCC